(5aR,5bS,7aS,8S,10aS,10bR)-5a,7a-dimethyl-2-((4-(trifluoromethoxy)phenyl)amino)-5,5a,5b,6,7,7a,8,9,10,10a,10b,11-dodecahydro-4H-cyclopenta[7,8]phenanthro[2,1-d]thiazol-8-yl pentanoate C(CCCC)(=O)O[C@H]1CC[C@@H]2[C@@]1(CC[C@@H]1[C@]3(CCC=4N=C(SC4C3=CC[C@@H]21)NC2=CC=C(C=C2)OC(F)(F)F)C)C